N,N-dimethyl-3-[(9Z,2Z)-octadecan-9,12-dien-1-yloxy]Propan-1-amine CN(CCCOCCCCCCCC\C=C/CC=CCCCCC)C